C(C1=CC=CC=C1)OC(N(C)CCOC1=CC(=CC=C1)C(N(C)C)=O)=O.ClCCl DiChloroMethane benzyl-(2-(3-(dimethylcarbamoyl)phenoxy)ethyl)(methyl)carbamate